C(C)(C)(C)ONC(C1=CN=C(C=C1Cl)Cl)=O N-(tert-butoxy)-4,6-dichloronicotinamide